(2R)-2-[[(2R)-2-(tert-butoxycarbonylamino)-3-phenyl-propionyl]amino]-5,5,5-trifluoro-pentanoic acid C(C)(C)(C)OC(=O)N[C@@H](C(=O)N[C@@H](C(=O)O)CCC(F)(F)F)CC1=CC=CC=C1